N1=C(C=CC=C1\C(\C)=N\C1=C(C=CC=C1CC)CC)\C(\C)=N\C1=C(C=CC=C1CC)CC (1E,1'E)-1,1'-(pyridine-2,6-diyl)bis(N-(2,6-diethylphenyl)ethan-1-imine)